C(C)NC(C(C)OC1=C(C=CC(=C1)OC)C=O)=O N-ETHYL-2-(2-FORMYL-5-METHOXYPHENOXY)PROPANAMIDE